3,4-dichloropyridin ClC=1C=NC=CC1Cl